2-amino-7-t-butoxycarbonyl-7-azaspiro[3.5]nonane NC1CC2(C1)CCN(CC2)C(=O)OC(C)(C)C